(2S,3R)-3-((2-aminopyridin-4-yl)methyl)-N2-(4-thiazolyl)-N1-((R)-1-(3-chlorophenyl)propyl)-N2-methyl-4-oxoazetidine-1,2-dicarboxamide NC1=NC=CC(=C1)C[C@@H]1[C@H](N(C1=O)C(=O)N[C@H](CC)C1=CC(=CC=C1)Cl)C(=O)N(C)C=1N=CSC1